C(C(C)C)C(C(=O)OCC)(C(C(=O)OCC)CC(C)C)C#N diethyl 2,3-diisobutyl-2-cyanosuccinate